NC1=CC=C(C=N1)C=1C=CC2=C(CN(CCO2)C(=O)C2=C(C=C(C=C2)S(=O)(=O)CCNC(OC(C)(C)C)=O)C)C1 tert-butyl (2-((4-(7-(6-aminopyridin-3-yl)-2,3,4,5-tetrahydrobenzo[f][1,4]oxazepine-4-carbonyl)-3-methylphenyl)sulfonyl)ethyl)carbamate